(1S,2R,3S,4R,5S)-4-(6-((2-(3,4-difluorophenyl)cyclopropyl)amino)-2-(phenylethynyl)-9H-purin-9-yl)-2,3-dihydroxy-N-methylbicyclo[3.1.0]hexane-1-carboxamide FC=1C=C(C=CC1F)C1C(C1)NC1=C2N=CN(C2=NC(=N1)C#CC1=CC=CC=C1)[C@H]1[C@@H]([C@@H]([C@@]2(C[C@H]12)C(=O)NC)O)O